C(C)(C)(C)OC(=O)NCCN(C(OC(C)(C)C)=O)CCN1C(C2=CC=CC=C2C1=O)=O tert-butyl (2-((tert-butoxycarbonyl)amino)ethyl)(2-(1,3-dioxoisoindolin-2-yl)ethyl)carbamate